C1(=CC=C(C=C1)NC=1C=CC2=C(OC3=C2C=CC=C3)C1)C1=CC=CC=C1 N-([1,1'-biphenyl]-4-yl)dibenzo[b,d]Furan-3-amine